C[Si](C)(C)OB(O[Si](C)(C)C)O[Si](C)(C)C.B(O[Si](C)(C)C)(O[Si](C)(C)C)O[Si](C)(C)C tris(trimethylsilyl) borate (tris(trimethylsilyl))borate